2-fluoro-1-(3-(3-(2-(trifluoromethyl)pyridin-4-yl)-1H-pyrazolo[3,4-b]pyridin-1-yl)azetidin-1-yl)prop-2-en-1-one FC(C(=O)N1CC(C1)N1N=C(C=2C1=NC=CC2)C2=CC(=NC=C2)C(F)(F)F)=C